ClC1=NC(=CC(=C1)C(=O)Cl)Cl 2,6-dichloropyridine-4-carbonyl chloride